tert-Butyl 2,4-dicyano-3-(cyclohexylamino)-6-methoxyphenyl carbonate C(OC(C)(C)C)(OC1=C(C(=C(C=C1OC)C#N)NC1CCCCC1)C#N)=O